(3S)-2-((R)-2,2-difluoro-1-methylcyclopropanecarbonyl)-3-(4-fluorophenyl)-1,2-oxazolidine FC1([C@](C1)(C(=O)N1OCC[C@H]1C1=CC=C(C=C1)F)C)F